ClC1=C(C=C(C=C1)NC1(CCOCC1)C(=O)O)C#CC1COCC1 4-((4-chloro-3-((tetrahydrofuran-3-yl)ethynyl)phenyl)amino)tetrahydro-2H-pyran-4-carboxylic acid